CC1CN(CCC1)C(CCCC)=O 1-(3-methylpiperidin-1-yl)pentan-1-one